C(CCC)OCCO[Mg] butoxyethoxymagnesium